C1(CC1)N1C(=NC=C1)CC1CCNCC1 1-cyclopropyl-2-[(4-piperidinyl)methyl]-1H-imidazole